4-[2-(4-Fluorophenyl)-5-(piperazin-1-yl)-3H-imidazo[4,5-b]pyridin-3-yl]pyridazine FC1=CC=C(C=C1)C1=NC=2C(=NC(=CC2)N2CCNCC2)N1C1=CN=NC=C1